CO[C@H](C)C1=CC(=NN1)NC1=NC(=CN=C1)O[C@@H](C)C1=CC=CC=C1 N-(5-((R)-1-methoxyethyl)-1H-pyrazol-3-yl)-6-((S)-1-phenylethoxy)pyrazin-2-amine